alpha-bromo(3-methylphenyl)ethanone methyl-3-iodo-4-(((1-(4-(trifluoromethyl)phenyl)-1H-pyrazol-3-yl)methyl)thio)benzoate COC(C1=CC(=C(C=C1)SCC1=NN(C=C1)C1=CC=C(C=C1)C(F)(F)F)I)=O.BrC(CC1=CC(=CC=C1)C)=O